CN(C)CCCN N,N-dimethylpropane-1,3-Diamine